NC=1C=C(C(=O)N(C)CCCN(C)C2=NC(=NC=C2C(F)(F)F)Cl)C=CC1OC 3-amino-N-(3-((2-chloro-5-(trifluoromethyl)pyrimidin-4-yl)(methyl)amino)propyl)-4-methoxy-N-Methylbenzamide